C(C)(C)(C)OC(C(CC=1C=NC(=CC1)OCCOCCOCC)O)=O 3-{6-[2-(2-ethoxyethoxy)ethoxy]pyridin-3-yl}-2-hydroxy-propionic acid tert-butyl ester